2,5-Difluoro-4-hydroxy-benzaldehyde FC1=C(C=O)C=C(C(=C1)O)F